ClC=1C(=C(C(=NC1)F)C=O)C 5-CHLORO-2-FLUORO-3-FORMYL-4-PICOLINE